2-((2,4-dimethylphenyl)sulfonyl)-6-(tetrahydro-2H-pyran-4-yl)-2,6-diazaspiro[3.4]octane CC1=C(C=CC(=C1)C)S(=O)(=O)N1CC2(C1)CN(CC2)C2CCOCC2